7-[(3R,4S)-3,4-dihydroxypyrrolidin-1-yl]-6-fluoro-N-[(2S)-1-methoxy-3-methylbut-2-yl]-4-oxo-1-(2,4,6-trifluorophenyl)-1,4-dihydro-1,8-naphthyridine-3-carboxamide O[C@@H]1CN(C[C@@H]1O)C1=C(C=C2C(C(=CN(C2=N1)C1=C(C=C(C=C1F)F)F)C(=O)N[C@H](COC)C(C)C)=O)F